C1(=CC=CC2=CC=CC=C12)NC1=CC2=C(SC3=C2C=CC=C3)C=C1 N-(naphthalen-1-yl)dibenzothiophen-2-amine